(3-(bis(4-methoxybenzyl)amino)-1-(5-ethyl-6-methoxypyridin-2-yl)cyclobutyl)methanol COC1=CC=C(CN(C2CC(C2)(C2=NC(=C(C=C2)CC)OC)CO)CC2=CC=C(C=C2)OC)C=C1